NC1=CC2=C(N=C(N=C2)C)N1C=1SC=C(C1C)OC 6-amino-7-(4-methoxy-3-methylthiophen-2-yl)-2-methyl-7H-pyrrolo[2,3-d]pyrimidine